tert-butyl (2S,4R)-4-(5-(5-cyano-2-cyclopropoxyphenyl) oxazole-2-carboxamido)-2-(fluoromethyl)pyrrolidine-1-carboxylate C(#N)C=1C=CC(=C(C1)C1=CN=C(O1)C(=O)N[C@@H]1C[C@H](N(C1)C(=O)OC(C)(C)C)CF)OC1CC1